O1CCOC2C1CNC2 hexahydro[1,4]dioxino[2,3-c]pyrrol